CC(C)(C)[Mg]Br 1,1-dimethylethyl-magnesium bromide